[Ca].BrC=1C=C2C(=CC(=NC2=CC1)OC)C1=CC(=CC=C1)CO[Si](C(C)C)(C(C)C)C(C)C 6-bromo-2-methoxy-4-(3-(((triisopropylsilyl)oxy)methyl)phenyl)quinoline calcium